4-(2-fluorophenyl)nicotinic acid FC1=C(C=CC=C1)C1=CC=NC=C1C(=O)O